2,6-dicyano-heptane C(#N)C(C)CCCC(C)C#N